4-methyl-2-(methylsulfonyl)-6-((1-((2-(trimethylsilyl)ethoxy)methyl)-1H-pyrazol-3-yl)methyl)-4H-thiazolo[5',4':4,5]Pyrrolo[2,3-d]Pyridazin-5(6H)-one CN1C2=C(C3=C1C(N(N=C3)CC3=NN(C=C3)COCC[Si](C)(C)C)=O)SC(=N2)S(=O)(=O)C